2-(cyclohexyl)-ethylamine C1(CCCCC1)CCN